lutetium-calcium-magnesium-silicon [Si].[Mg].[Ca].[Lu]